FC1=C(C)C(=CC=C1F)F 2,3,6-trifluorotoluene